CC(C)NC(=O)O[C@H]1C[C@H](CC1)C=1N(N=C(C1)NC=1C=CC2=C(S(CC2)(=O)=O)C1)C(C)(C)C (1R,3S)-3-{5-[(1,1-dioxo-2,3-dihydro-1λ6-benzo[b]thiophen-6-yl)amino]-2-(2-methylprop-2-yl)pyrazol-3-yl}cyclopentyl (prop-2-ylamino)methanoate